(4-cyano-3-(2-fluoro-4-(3-(2-oxooxazolidin-3-yl)propoxy)phenoxy)phenyl)boronic acid C(#N)C1=C(C=C(C=C1)B(O)O)OC1=C(C=C(C=C1)OCCCN1C(OCC1)=O)F